C(C)C(C(=O)O)=CC1=CC=CC=C1.C(C)OC(C=CC1=CC=CC=C1)=O.BrC1=CC=2C(C=N1)=NN(C2)C2CCC(CC2)=O 4-(5-bromopyrazolo[3,4-c]pyridin-2-yl)cyclohexanone ethyl-cinnamate (ETHYL-CINNAMATE)